(3R,4S)-4-(4-(4-(dimethoxymethyl)piperidin-1-yl)phenyl)-3-(p-tolyl)isochroman-7-ol COC(C1CCN(CC1)C1=CC=C(C=C1)[C@@H]1[C@@H](OCC2=CC(=CC=C12)O)C1=CC=C(C=C1)C)OC